5-cyano-3-phenyl-1-(4-vinylbenzyl)-1H-1,2,4-triazole C(#N)C1=NC(=NN1CC1=CC=C(C=C1)C=C)C1=CC=CC=C1